(2-(2,2-dimethylpyrrolidin-1-yl) ethyl)Phenyl carbamate C(N)(OC1=C(C=CC=C1)CCN1C(CCC1)(C)C)=O